CN1CC2(CC1CO)CCN(CC2)C=2C1=C(N=C(N2)C2=CC=NC=C2)C=NC=C1 (2-methyl-8-(2-(pyridin-4-yl)pyrido[3,4-d]pyrimidin-4-yl)-2,8-diazaspiro[4.5]decan-3-yl)methanol